L-serinate N[C@@H](CO)C(=O)[O-]